Cl.CC1(OB(OC1(C)C)C(CCCC)N)C 1-(4,4,5,5-tetramethyl-1,3,2-dioxaborolan-2-yl)pentan-1-amine hydrochloride